COC(C(COC1=C(C=CC=C1)C1CN(CCC1)C(NCC1=CC=C(C=C1)C(C)C)=O)C)=O 3-(1-(4-isopropylbenzyl)carbamoylpiperidin-3-ylphenoxy)-2-methylpropionic acid methyl ester